(R)-N-(3-((1-acetyl-2,2-dimethylazetidin-3-yl)oxy)-1-methyl-1H-pyrazole-4-yl)carboxamide C(C)(=O)N1C([C@@H](C1)OC1=NN(C=C1NC=O)C)(C)C